4-(4-(4-methyl-5-(4-(1,2,3,6-tetrahydropyridin-4-yl)-3-(trifluoromethyl)phenyl)-4H-1,2,4-triazol-3-yl)phenyl)-1,2,3,6-tetrahydropyridine bistrifluoroacetic acid salt FC(C(=O)O)(F)F.FC(C(=O)O)(F)F.CN1C(=NN=C1C1=CC(=C(C=C1)C=1CCNCC1)C(F)(F)F)C1=CC=C(C=C1)C=1CCNCC1